ClC=1C(=C(C(=CC1)C(F)F)C1=CN=C(C(=N1)C(=O)O)C(C(F)(F)F)O)F 6-(3-Chloro-6-(difluoromethyl)-2-fluorophenyl)-3-(2,2,2-trifluoro-1-hydroxyethyl)pyrazine-2-carboxylic acid